COC1=CC=C(C=C1)/C(=C/CN1CCN(CC1)C(=O)NC1=CC=C(C=C1)C(F)(F)F)/C (E)-4-(3-(4-methoxyphenyl)but-2-en-1-yl)-N-(4-(trifluoromethyl)phenyl)piperazine-1-carboxamide